1,5-bis(4-hexadecyloxy-3-methoxyphenyl)-3-oxo-1,5-pentane-disulfonic Acid Disodium Salt [Na+].[Na+].C(CCCCCCCCCCCCCCC)OC1=C(C=C(C=C1)C(CC(CC(S(=O)(=O)[O-])C1=CC(=C(C=C1)OCCCCCCCCCCCCCCCC)OC)=O)S(=O)(=O)[O-])OC